(2S,4r)-1-[(2S)-2-(4-cyclopropyl-triazol-1-yl)-3,3-dimethyl-butyryl]-N-[[5-(dimethylcarbamoyl)tetrahydrofuran-2-yl]methyl]-4-hydroxy-pyrrolidine-2-carboxamide C1(CC1)C=1N=NN(C1)[C@H](C(=O)N1[C@@H](C[C@H](C1)O)C(=O)NCC1OC(CC1)C(N(C)C)=O)C(C)(C)C